Cl.N[C@@H]1[C@H]([C@@H](CCC1)O)C |r| rac-(1R,2R,3S)-3-amino-2-methylcyclohexan-1-ol hydrochloride